C(=O)O.ClC=1C(=C(OCC#N)C=CC1C1=CN=C2N1C=CN=C2NC2=CC(=C(C=C2)C(=O)N2CCN(CC2)C(=O)[C@@H]2CNCC2)C)F 2-[3-chloro-2-fluoro-4-[8-[3-methyl-4-[4-[(3S)-pyrrolidine-3-carbonyl]piperazine-1-carbonyl]anilino]imidazo[1,2-a]pyrazin-3-yl]phenoxy]acetonitrile formate